4-methylpentan-1-amine hydrochloride Cl.CC(CCCN)C